(S)-3-(2-bromo-6-chloropyridin-4-yl)-5-(methoxymethyl)-5,6-dihydropyrazin-2(1H)-one BrC1=NC(=CC(=C1)C=1C(NC[C@H](N1)COC)=O)Cl